2-(2-(2-methoxy-6-methylphenyl)hydrazino)-3-oxoglutaric acid diMethyl ester COC(C(C(CC(=O)OC)=O)NNC1=C(C=CC=C1C)OC)=O